2-((5,6-dimethyl-6H-pyrido[4,3-b]carbazol-9-yl)oxy)ethanamine CC1=C2C(=CC=3C=4C=C(C=CC4N(C13)C)OCCN)C=NC=C2